C(C#CC)N1C(=NC=2N(C(N(C(C12)=O)CC1=C(C(=O)O)C=C(C=C1)Cl)=O)C)N1C[C@@H](CCC1)NC(=O)OC(C)(C)C (R)-2-((7-(but-2-yn-1-yl)-8-(3-((tert-butoxycarbonyl)amino)piperidin-1-yl)-3-methyl-2,6-dioxo-2,3,6,7-tetrahydro-1H-purin-1-yl)methyl)-5-chlorobenzoic acid